2-Furamide O1C(=CC=C1)C(=O)N